Dideuterio(hydroxymethyl)-3-methylcyclobutanone [2H]C1(C(C(C1=O)CO)C)[2H]